(S)-2-(3-((5-fluoropyrimidin-2-yl)oxy)pyrrolidin-1-yl)-8-nitro-6-(trifluoromethyl)-4H-benzo[e]-[1,3]thiazin-4-one FC=1C=NC(=NC1)O[C@@H]1CN(CC1)C=1SC2=C(C(N1)=O)C=C(C=C2[N+](=O)[O-])C(F)(F)F